N-((5-chloropyridin-3-yl)methyl)-4-(5-methyl-2-((1-methyl-1H-pyrazol-5-yl)amino)pyrimidin-4-yl)oxazole-2-carboxamide ClC=1C=C(C=NC1)CNC(=O)C=1OC=C(N1)C1=NC(=NC=C1C)NC1=CC=NN1C